N-(5-Cyano-6-(2H-1,2,3-triazol-2-yl)pyridin-3-yl)-1-(phthalazin-1-yl)-5-(trifluoromethyl)-1H-pyrazol-4-carboxamid C(#N)C=1C=C(C=NC1N1N=CC=N1)NC(=O)C=1C=NN(C1C(F)(F)F)C1=NN=CC2=CC=CC=C12